N,N'-(1,3-phenylenebis(methylene))bis(1H-benzo[d]imidazole-4-carboxamide) C1(=CC(=CC=C1)CNC(=O)C1=CC=CC=2NC=NC21)CNC(=O)C2=CC=CC=1NC=NC12